(2E)-6-(3-chloro-4-hydroxyphenyl)-2,3-dihydro-1H-inden-1-one ClC=1C=C(C=CC1O)C1=CC=C2CCC(C2=C1)=O